C(C)O[Si](C=1C=CC(=NC1)C1=NC=C(C=C1)[Si](OCC)(OCC)OCC)(OCC)OCC 5,5'-bis(triethoxysilyl)-2,2'-bipyridine